(S)-N-(1-AMINO-1,2-DIOXOPENTAN-3-YL)-3-METHYL-5-PHENYLISOXAZOLE-4-CARBOXAMIDE NC(C([C@H](CC)NC(=O)C=1C(=NOC1C1=CC=CC=C1)C)=O)=O